C1(=CC=CC2=CC=CC=C12)S(=O)(=O)N[C@H](C(=O)O)CC1=CC=CC=C1 (2S)-2-(naphthalene-1-sulfonylamino)-3-phenylpropionic acid